pentylene sebacate C1(CCCCCCCCC(=O)OCCCCCO1)=O